C(C)N1C=NC2=C1N=NC=C2C2=CC(=C(C=C2)F)C2=C(C=C(C=C2)S(=O)(=O)CC)OC 7-ethyl-4-[3-(4-ethylsulfonyl-2-methoxyphenyl)-4-fluorophenyl]imidazo[4,5-c]pyridazine